4-(5-(difluoromethyl)-1,3,4-oxadiazol-2-yl)-1-(3-(pyridin-4-yl)prop-2-yn-1-yl)pyridin-2(1H)-On FC(C1=NN=C(O1)C1=CC(N(C=C1)CC#CC1=CC=NC=C1)=O)F